1-(7-amino-1-methyl-indazol-3-yl)hexahydropyrimidine-2,4-dione NC=1C=CC=C2C(=NN(C12)C)N1C(NC(CC1)=O)=O